(S)-4-fluoro-1-(4-(4-(methoxymethyl)phenyl)pyrimidin-2-yl)-N-(3-methylquinuclidin-3-yl)piperidine-4-carboxamide FC1(CCN(CC1)C1=NC=CC(=N1)C1=CC=C(C=C1)COC)C(=O)N[C@@]1(CN2CCC1CC2)C